1-(3-phenoxy-propyl)-1-azonia-bicyclo[2.2.2]octane O(C1=CC=CC=C1)CCC[N+]12CCC(CC1)CC2